(S)-benzyl 2-(5-((S)-1-(((benzyloxy)carbonyl)amino)-2-phenylethyl)-1H-tetrazol-1-yl)-3-phenylpropanoate C(C1=CC=CC=C1)OC(=O)N[C@@H](CC1=CC=CC=C1)C1=NN=NN1[C@H](C(=O)OCC1=CC=CC=C1)CC1=CC=CC=C1